(1-((benzyloxy)methyl)-2-bromocyclopropane-1,2-diyl)dimethanol C(C1=CC=CC=C1)OCC1(C(C1)(Br)CO)CO